(2-(trifluoromethyl)-5,6,7,8-tetrahydroimidazo[1,2-a]pyrazine-7-carbonyl)-6-azaspiro[2.5]octane-6-carboxylate FC(C=1N=C2N(CCN(C2)C(=O)OC(=O)N2CCC3(CC3)CC2)C1)(F)F